4-{[2-(difluoromethoxy)-6-fluorophenyl]amino}-2-[(6-methoxy-2-methyl-1,2,3,4-tetrahydroisoquinolin-7-yl)amino]pyrimidine-5-carboxamide FC(OC1=C(C(=CC=C1)F)NC1=NC(=NC=C1C(=O)N)NC1=C(C=C2CCN(CC2=C1)C)OC)F